BrC1=CC=CC(=N1)C1=NC2=CC(=NC=C2C=C1)CCl 2-(6-bromopyridin-2-yl)-7-(chloromethyl)-1,6-naphthyridine